2-(3-(4-(7H-pyrrolo[2,3-d]pyrimidin-4-yl)-1H-pyrazol-1-yl)-1-(2-cyclohexylacetyl)azetidin-3-yl)acetonitrile N1=CN=C(C2=C1NC=C2)C=2C=NN(C2)C2(CN(C2)C(CC2CCCCC2)=O)CC#N